CO/C=C/[C@H]1N(CCC1)C(=O)OC(C)(C)C Tert-butyl (S,E)-2-(2-methoxyvinyl)pyrrolidine-1-carboxylate